(5S,8S)-N-(4-chloro-2,6-difluorobenzyl)-5-fluoro-8-hydroxy-5,6,7,8-tetra-hydroquinoline-5-carboxamide ClC1=CC(=C(CNC(=O)[C@]2(C=3C=CC=NC3[C@H](CC2)O)F)C(=C1)F)F